S1C(=CC=C1)C1=C(C=C(C=C1)CNC)NS(=O)(=O)C1=CC=CC=C1 N-(2-(thiophen-2-yl)-5-((methylamino)methyl)phenyl)benzenesulfonamide